2-(3-methylphenyl)quinazoline CC=1C=C(C=CC1)C1=NC2=CC=CC=C2C=N1